CC1(C(N(C(N1CC1=CC(=NC=C1)N[C@H](CC#N)C)=O)C1=CC=C(C=C1)C1(CC1)C(F)(F)F)=O)C (S)-3-((4-((5,5-dimethyl-2,4-dioxo-3-(4-(1-(trifluoromethyl)cyclopropyl)phenyl)imidazolidin-1-yl)methyl)pyridin-2-yl)amino)butanenitrile